C(C=C(C)CCC=C(C)CCC=C(C)C)OP(O)(=S)OP(=O)(O)O.ClC1=C(C=CC=C1F)CC(=O)NC1=CC(=NC=C1)N(C(C)=O)C1=C(C(=CC=C1)F)F N-{4-[2-(2-chloro-3-fluorophenyl)acetylamino]pyridin-2-yl}-N-(2,3-difluorophenyl)acetamide FARNESYL-THIOPYROPHOSPHATE